CC(C[Al](CC(C(CCCC)C)C)CC(C(CCCC)C)C)C(CCCC)C tris(2,3-dimethylheptyl)aluminum